N,N'-1,6-hexanediylbis-beta-alanine C(CCCCCNCCC(=O)O)NCCC(=O)O